7-bromo-N-(6-(4-isopropyl-4H-1,2,4-triazol-3-yl)pyridin-2-yl)quinoline-2-carboxamide 4'-(tert-butyl)-2',5,6'-trimethyl-[1,1'-biphenyl]-2-olate C(C)(C)(C)C1=CC(=C(C(=C1)C)C=1C(=CC=C(C1)C)[O-])C.BrC1=CC=C2C=CC(=NC2=C1)C(=O)NC1=NC(=CC=C1)C1=NN=CN1C(C)C